(2R,3S,4S)-4-hydroxy-2-[(4-methoxyphenyl)methyl]pyrrolidin-3-yl N-[(carbamoylmethylcarbamoyl)methyl]carbamate C(N)(=O)CNC(=O)CNC(O[C@H]1[C@H](NC[C@@H]1O)CC1=CC=C(C=C1)OC)=O